N-(5-(6-(4-fluoro-3-hydroxyphenoxy)pyridin-2-yl)-1H-benzo[d]imidazol-2-yl)acetamide FC1=C(C=C(OC2=CC=CC(=N2)C2=CC3=C(NC(=N3)NC(C)=O)C=C2)C=C1)O